(R)-N-(amino(2-(1,2-dihydroxypropan-2-yl)thiazol-5-yl)(oxo)-λ6-sulfaneylidene)-2-(4-cyano-3-fluoro-2,6-diisopropylphenyl)acetamide N[S@](=NC(CC1=C(C(=C(C=C1C(C)C)C#N)F)C(C)C)=O)(=O)C1=CN=C(S1)C(CO)(C)O